COC1=NC2=CC=C(C=C2C=C1)C1=CN=C(N1)[C@H](CCCCCC(CC)=O)NC(=O)[C@H]1CC12CCN(CC2)C (S)-N-((S)-1-(5-(2-Methoxychinolin-6-yl)-1H-imidazol-2-yl)-7-oxononyl)-6-methyl-6-azaspiro[2.5]octan-1-carboxamid